OC=1C(=CC(=C2C=CC(=NC12)C)[N+](=O)[O-])C(NC(CCCC)=O)C1=CC=C(C=C1)OC N-[(8-hydroxy-2-methyl-5-nitroquinolin-7-yl)(4-methoxyphenyl)methyl]pentanamide